ClC1=C(C=C(C=N1)N1CC(C1)[C@@H]1CN(CCC1)C1CC(C1)(C(=O)O)C)O[C@H](C)C1=C(C=C(C=C1)Cl)Cl (1R,3r)-3-((R)-3-(1-(6-chloro-5-((R)-1-(2,4-dichlorophenyl)ethoxy)pyridin-3-yl)azetidin-3-yl)piperidin-1-yl)-1-methylcyclobutane-1-carboxylic acid